N[C@H](CC1=CC=CC=C1)C(=O)N[C@@H](CS)C(=O)N[C@@H](CC1=CC=CC=C1)C(=O)N[C@H](CC1=CNC2=CC=CC=C12)C(=O)N[C@@H](CCCCN)C(=O)N[C@@H]([C@H](O)C)C(=O)N[C@@H](CS)C(=O)N[C@@H]([C@@H](C)O)CO D-phenylalanyl-L-cysteinyl-L-phenylalanyl-D-tryptophyl-L-lysyl-L-threonyl-N-[(1r,2r)-2-hydroxy-1-(hydroxymethyl)propyl]-L-cysteinamide